C(C)C(CO)N=C=S 1-ethyl-2-hydroxyethyl isothiocyanate